ClC1=CC2=C(N=N1)N(C(C21CCN(CC1)C(=O)OCC1=CC=CC=C1)=O)CC1=C(C=C(C=C1)OC)OC benzyl 3'-chloro-7'-(2,4-dimethoxybenzyl)-6'-oxo-6',7'-dihydrospiro[piperidine-4,5'-pyrrolo[2,3-c]pyridazine]-1-carboxylate